C1N(CC12CCNCC2)CC=2C(=CC1=C(N=C(O1)C=1C(=C(C=CC1)C1=C(C(=CC=C1)C=1OC3=C(N1)C=C(C(=C3)OC(F)F)CN3[C@@H](CCC3)C(=O)O)C)C)C2)OC(F)F ((2-(3'-(5-((2,7-diazaspiro[3.5]nonan-2-yl)methyl)-6-(difluoromethoxy)benzo[d]oxazol-2-yl)-2,2'-dimethyl-[1,1'-biphenyl]-3-yl)-6-(difluoromethoxy)benzo[d]oxazol-5-yl)methyl)-L-proline